o-carboxyphenylalanine C(=O)(O)C1=C(C[C@H](N)C(=O)O)C=CC=C1